(E)-8-(trifluoromethyl)-10H-phenoxazine-3-carbaldehyde oxime FC(C1=CC=C2OC=3C=C(C=CC3NC2=C1)/C=N/O)(F)F